N-((1r,4r)-4-((1,1,1-trifluoro-2-methylpropan-2-yl)amino)cyclohexyl)-5,6-dihydrobenzo[f]imidazo[1,5-d][1,4]oxazepine-10-carboxamide FC(C(C)(C)NC1CCC(CC1)NC(=O)C=1C=CC2=C(C=3N(CCO2)C=NC3)C1)(F)F